CC1=NN2C(C=C(C=C2)B2OC(C(O2)(C)C)(C)C)=N1 2-methyl-7-(4,4,5,5-tetramethyl-1,3,2-dioxaborolan-2-yl)-[1,2,4]triazolo[1,5-a]pyridine